4-bromo-11-(2,6-dichlorophenyl)-5-(2-trimethylsilylethoxymethyl)-5,7,11,13-tetrazatricyclo[7.4.0.02,6]trideca-1(9),2(6),3,7,12-pentaen-10-one BrC1=CC=2C=3N=CN(C(C3C=NC2N1COCC[Si](C)(C)C)=O)C1=C(C=CC=C1Cl)Cl